[K].BrC=1C=NN(C1)N1CN=CC=C1 3-(4-bromo-1H-pyrazol-1-yl)pyrimidine Potassium